[Cl-].C(CCC)N1C=[N+](C=C1)C 1-Butyl-3-methyl-imidazolium chlorid